4-(2-amino-[1,2,4]triazolo[1,5-a]pyridin-7-yl)-N-(1-(2-(trifluoromethoxy)phenyl)ethyl)-1H-indole-6-carboxamide NC1=NN2C(C=C(C=C2)C2=C3C=CNC3=CC(=C2)C(=O)NC(C)C2=C(C=CC=C2)OC(F)(F)F)=N1